BrC1=CC2=C(OC(O2)(C)C)C=C1C 5-bromo-2,2,6-trimethylbenzo[d][1,3]dioxole